1-[4-(12-Hydroxydodecoxy)phenyl]-3-phenylprop-2-en OCCCCCCCCCCCCOC1=CC=C(C=C1)CC=CC1=CC=CC=C1